N1N=NN=C1C1=C(C=CC=C1)C1=CC(=CC(=N1)N(CC(C)C)CC1=CC=CC=C1)NC1=C(C=C(C=C1)OC)F 6-(2-(1H-tetrazol-5-yl)phenyl)-N2-benzyl-N4-(2-fluoro-4-methoxyphenyl)-N2-isobutylpyridine-2,4-diamine